C(#N)C1=C(C=CC=C1)[C@H](CC)C=1C=NN(C1)CCOC (1S,2S)-1-(2-cyanophenyl)-1-(1-(2-methoxyethyl)-1H-pyrazol-4-yl)propan